6,7-Dichloro-1-(2-isopropyl-4-(methylthio)pyridin-3-yl)-3-nitro-1,8-naphthyridine-2,4(1H,3H)-dione ClC=1C=C2C(C(C(N(C2=NC1Cl)C=1C(=NC=CC1SC)C(C)C)=O)[N+](=O)[O-])=O